BrC=1C=C(C=CC1)[Mg]Br (3-bromophenyl)magnesium bromide